C(C1=CC=CC=C1)OC[C@@H]1N(C2=C(OC1)N=CC(=C2)CC2=CC=C(C=C2)F)C(=O)OC(C)(C)C tert-butyl (S)-2-((benzyloxy) methyl)-7-(4-fluorobenzyl)-2,3-dihydro-1H-pyrido[2,3-b][1,4]oxazine-1-carboxylate